N-(6-methoxy-2-methylpyridin-3-yl)-2-((2-methyl-4-(trifluoromethyl)-phenyl)amino)-5-(trifluoromethyl)-nicotinamide COC1=CC=C(C(=N1)C)NC(C1=C(N=CC(=C1)C(F)(F)F)NC1=C(C=C(C=C1)C(F)(F)F)C)=O